OC[C@@H](C)[C@H]1CC[C@H]2C3=CCC4C[C@@H](CC[C@]4(C)[C@H]3CC[C@]12C)O (3R,20S)-20-(hydroxymethyl)-pregn-7-en-3-ol